{[3-chloro-2-(trifluoromethyl)phenyl]amino}-2-{2-methoxypyrido[3,2-d]pyrimidin-8-yl}-1H,5H,6H,7H-pyrrolo[3,2-c]pyridin-4-one ClC=1C(=C(C=CC1)NN1C(=CC=2C(NCCC21)=O)C2=CC=NC1=C2N=C(N=C1)OC)C(F)(F)F